24(S),25-Epoxycholesterol CC1(C)[C@H](CC[C@@H](C)[C@H]2CC[C@H]3[C@@H]4CC=C5C[C@@H](O)CC[C@]5(C)[C@H]4CC[C@]23C)O1